FC(C(=O)O)(F)F.CC1=C(C=CC(=C1)N1CCOCC1)NC(=O)C=1C=NN2C1N=C(C=C2)N[C@H]2CNCCC2 (R)-N-(2-methyl-4-morpholinophenyl)-5-(piperidin-3-ylamino)pyrazolo[1,5-a]pyrimidine-3-carboxamide trifluoroacetate salt